CN1CCC(CC1)NC(N)=O 3-(1-methylpiperidin-4-yl)urea